Iminophosphine N=P